N1=C(C=CC=C1)CN1CC2=C(CC1)SC=C2 5-(Pyridin-2-ylmethyl)-4,5,6,7-tetrahydrothieno[3,2-c]pyridine